C(C)(C)PC(C)C diisopropylphosphine